2-((4S)-6-(4-chlorophenyl)-8-methoxy-1-methyl-4H-benzo[f][1,2,4]triazolo[4,3-a][1,4]diazepin-4-yl)-N-ethylacetamide ClC1=CC=C(C=C1)C1=N[C@H](C=2N(C3=C1C=C(C=C3)OC)C(=NN2)C)CC(=O)NCC